COC=1C=C2CCN(CC2=CC1NC=1N=NC(=C(N1)NC1=C(C=CC=C1)N1C(OCC1)=O)C(=O)N)C ((6-methoxy-2-methyl-1,2,3,4-tetrahydroisoquinolin-7-yl)amino)-5-((2-(2-oxooxazolidin-3-yl)phenyl)amino)-1,2,4-triazine-6-carboxamide